Trilaurylthiopropionate C(CCCCCCCCCCC)C(CC(=S)[O-])(CCCCCCCCCCCC)CCCCCCCCCCCC